COC(=O)N[C@H](C(=O)N[C@@H](CC1=CC=C(C=C1)NS(O)(=O)=O)C=1N=C(SC1)CC)CC1=CC=CC=C1 4-{(S)-2-[(S)-2-(methoxy-carbonylamino)-3-phenylpropanamido]-2-(2-ethylthiazol-4-yl)ethyl}-phenylsulfamic acid